NC1=NC(=NC(=N1)NC)NC1=CC(=CC=C1)C 2-amino-4-methylamino-6-(3-methylanilino)-1,3,5-triazine